FC(OC=1C=C(C=CC1)[C@H]1CC2(CN(C2)C=O)CC1)(F)F ((R)-6-(3-(trifluoromethoxy)phenyl)-2-azaspiro[3.4]octan-2-yl)methanon